6-(Cyclobutoxy)-5-methyl-pyridin-3-amine C1(CCC1)OC1=C(C=C(C=N1)N)C